10,10-dihexyloxy-3-benzyloxydecane C(CCCCC)OC(CCCCCCC(CC)OCC1=CC=CC=C1)OCCCCCC